ClC1=C(C=2C(N(C1=O)C)=CN(N2)CC#N)N2C[C@H](N(CC2)C(C)C=2C=C1N=CC=NC1=CC2)CC 2-(6-chloro-7-((3R)-3-ethyl-4-(1-(quinoxalin-6-yl)ethyl)piperazin-1-yl)-4-methyl-5-oxo-4,5-dihydro-2H-pyrazolo[4,3-b]pyridin-2-yl)acetonitrile